N(=N)C1=C(C(=O)O)C=CC=C1 diazenyl-benzoic acid